methyl (5S)-5-{[(tert-butoxy)carbonyl]amino}-5-{[(1S,2R)-2-methyl-1-(methylcarbamoyl)butyl]carbamoyl}pentanoate C(C)(C)(C)OC(=O)N[C@@H](CCCC(=O)OC)C(N[C@@H]([C@@H](CC)C)C(NC)=O)=O